C(C(C)C)(=O)OC1=CC=C(C=C1)CC(C(COC)=O)N=CC1=C(C(=CC(=C1)Cl)O)OC(C(C)C)=O 4-(2-(2-isobutyryloxy-5-chloro-3-hydroxybenzylideneamino)-4-meth-oxy-3-oxobutyl)phenyl isobutyrate